5-hydroxy-N-(isoxazol-4-yl)-1-methyl-6-oxo-2-(1-(6-oxopiperidine-3-carbonyl)piperidin-3-yl)-1,6-dihydropyrimidine-4-carboxamide OC1=C(N=C(N(C1=O)C)C1CN(CCC1)C(=O)C1CNC(CC1)=O)C(=O)NC=1C=NOC1